2,4-diamino-6-butoxy-1,3,5-triazine NC1=NC(=NC(=N1)N)OCCCC